COC1=CC2=C(SC(=C2C(=O)OC)C)C=C1 methyl 5-methoxy-2-methyl-benzo[b]thiophene-3-carboxylate